C(CCC)OC1=CC=C(C=C1)S(=O)(=O)N1C(CCCC1)C(=O)O 1-((4-butoxyphenyl)sulfonyl)piperidine-2-carboxylic acid